CC(C)(C#CC(C)(OOC(C)(C)C)C)OOC(C)(C)C 2,5-dimethyl-2,5-di(tertiarybutylperoxy)hexyne